2-[cyano-(2,6-difluoro-4-pyridyl)amino]-5-methyl-N-(1-methylcyclopentyl)thiazole-4-carboxamide C(#N)N(C=1SC(=C(N1)C(=O)NC1(CCCC1)C)C)C1=CC(=NC(=C1)F)F